(R)-3-((1-(methyl-d3) pyrrolidin-2-yl) methyl-d2)-1H-indol-4-yl acetate C(C)(=O)OC1=C2C(=CNC2=CC=C1)C([2H])([2H])[C@@H]1N(CCC1)C([2H])([2H])[2H]